OCC(CC1CCCCC1)N 1-hydroxy-2-amino-3-cyclohexylpropane